(4-((cyclohexylamino)methyl)phenyl)-1H-benzimidazole-4-carboxamide C1(CCCCC1)NCC1=CC=C(C=C1)N1C=NC2=C1C=CC=C2C(=O)N